(1R,5S)-N-methyl-N-[6-[7-(triazol-1-yl)-1H-indazol-4-yl]-1,2,4-triazin-3-yl]-9-azabicyclo[3.3.1]nonan-3-amine CN(C1C[C@H]2CCC[C@@H](C1)N2)C=2N=NC(=CN2)C2=C1C=NNC1=C(C=C2)N2N=NC=C2